2-bromo-4-(bromomethyl)benzoic acid methyl ester COC(C1=C(C=C(C=C1)CBr)Br)=O